C(C=C)(=O)OC1=CC=C(C=C1)C(C1=CC=CC=C1)=O p-acryloxybenzophenone